5-tertiary butyl-4-hydroxy-2-methylbenzoic acid C(C)(C)(C)C=1C(=CC(=C(C(=O)O)C1)C)O